7-(4-(5-fluoro-2-(2-methoxyethoxy)phenyl)piperidin-1-yl)-2-(1,3,4-oxadiazol-2-yl)-5-oxa-2-azaspiro[3.4]octane FC=1C=CC(=C(C1)C1CCN(CC1)C1COC2(CN(C2)C=2OC=NN2)C1)OCCOC